4,7-dichloro-2-(4-chlorophenyl)pyrido[3,2-d]pyrimidine ClC=1C2=C(N=C(N1)C1=CC=C(C=C1)Cl)C=C(C=N2)Cl